3-(6-acetamido-2-(adamantane-1-carboxamido)hexanamido)propionic acid C(C)(=O)NCCCCC(C(=O)NCCC(=O)O)NC(=O)C12CC3CC(CC(C1)C3)C2